CC1=CC(=CC(=C1C(=O)OC[C@@H]2[C@H]([C@@H]([C@H]([C@H](O2)O[C@@H]3[C@@H]([C@H]([C@@H]([C@H](O3)COC(=O)C4=C(C=C(C=C4C)O)O)O)O)O)O)O)O)O)O The molecule is a glycosyl glycoside derivative that consists of alpha,alpha-trehalose substituted at positions 6 and 6' by O-2,4-dihydroxy-6-methylbenzoyl groups. It is isolated from the culture broth of actinomycete, Nonomuraea, and has antitumor activity. It has a role as a metabolite and an antimicrobial agent. It is a member of resorcinols, a glycosyl glycoside derivative and a benzoate ester. It derives from an o-orsellinic acid and an alpha,alpha-trehalose.